C=1C(CCC2CCCCC12)=O 4,4a,5,6,7,8-hexahydro-2(3H)-naphthalenone